COCCCC=1N=C2C(=NC1)N(C=C2C2CCN(CC2)C(=O)OC(C)(C)C)COCC[Si](C)(C)C tert-butyl 4-[2-(3-methoxypropyl)-5-(2-trimethylsilylethoxymethyl)pyrrolo[2,3-b]pyrazin-7-yl]piperidine-1-carboxylate